1-ethylpyrazol-5-ylmethylsulfonate C(C)N1N=CC=C1CS(=O)(=O)[O-]